N-(3,5-dimethylisoxazol-4-yl)-2-(5-(trifluoromethyl)-1,2,4-oxadiazol-3-yl)-6,7-dihydrothieno[3,2-c]pyridine-5(4H)-carboxamide CC1=NOC(=C1NC(=O)N1CC2=C(CC1)SC(=C2)C2=NOC(=N2)C(F)(F)F)C